perfluorophenyl 8-fluoro-7-(1-methylcyclobutyl)-2-oxo-1,2-dihydroquinoline-3-carboxylate FC=1C(=CC=C2C=C(C(NC12)=O)C(=O)OC1=C(C(=C(C(=C1F)F)F)F)F)C1(CCC1)C